N[C@@H](C)C(=O)N1[C@H](CCC1)C(=O)N([C@@H](CCCNC(N)=N)C(=O)N[C@@H](CC1=CC=C(C=C1)O)C(=O)N[C@@H](CS)C(=O)O)C(C(CCN)N)=O L-alanyl-D-prolyl-(2S)-2,4-diAminobutyryl-L-arginyl-L-tyrosinyl-L-cysteine